2-trifluoromethyl-3-iodo-5-methyl-1-[[2-(trimethylsilyl)ethoxy]methyl]-1H-indole FC(C=1N(C2=CC=C(C=C2C1I)C)COCC[Si](C)(C)C)(F)F